(2S,4S)-4-[(2-Chloropyrimidin-4-yl)amino]pyrrolidine-1,2-dicarboxylic acid O1-tert-butyl O2-methyl ester COC(=O)[C@H]1N(C[C@H](C1)NC1=NC(=NC=C1)Cl)C(=O)OC(C)(C)C